N-(3-(3-amino-4-(7-fluoro-1-oxo-1,2,3,4-tetrahydroisoquinolin-6-yl)-1H-pyrazol-1-yl)phenyl)acrylamide NC1=NN(C=C1C=1C=C2CCNC(C2=CC1F)=O)C=1C=C(C=CC1)NC(C=C)=O